CC/C=C\C/C=C\C[C@@H](C(/C=C/C=C/C=C\CCCCCC(=O)O)O)O 13,14(S)-dihydroxy-(7Z,9E,11E,16Z,19Z)-docosapentaenoic acid